Methyl (R)-(1-(4-fluoro-3-(trifluoromethoxy)phenyl)cyclopropyl)(pyrrolidin-2-ylmethyl)carbamate FC1=C(C=C(C=C1)C1(CC1)N(C(OC)=O)C[C@@H]1NCCC1)OC(F)(F)F